2-(2-formyl-3,5-dimethoxyphenoxy)acetic acid C(=O)C1=C(OCC(=O)O)C=C(C=C1OC)OC